5-fluoro-3H-pyrimidine-2,4-dione FC=1C(NC(NC1)=O)=O